phosphino alcohol PO